2-(2,6-dioxopiperidin-3-yl)-4-methoxy-3-oxoisoindoline-5-carboxamide O=C1NC(CCC1N1CC2=CC=C(C(=C2C1=O)OC)C(=O)N)=O